4-(2-adamantylamino)-4-oxobutanoic acid C12C(C3CC(CC(C1)C3)C2)NC(CCC(=O)O)=O